COC1=CC=2CCN3[C@H](C2C2=C1NC(N2)=S)CC=2C=CC(=C(C2C3)OC)OC (S)-4,10,11-trimethoxy-3,6,7,9,14,14a-Hexahydroimidazo[4,5-h]isoquinolino[3,2-a]isoquinoline-2(1H)-thione